C(C)(C)(C)OC(=O)N1CC2=NN(C=C2C1)C1=CC=C(C=C1)C(=O)OCC 2-(4-(ethoxycarbonyl)phenyl)-2,6-dihydropyrrolo[3,4-c]pyrazole-5(4H)-carboxylic acid tert-butyl ester